COC=1C=C(C(=O)NC2=CC=CC=C2)C=CC1OC 3,4-dimethoxy-N-phenyl-benzamide